(R)-5-formyl-2-(3'-(7-((3-hydroxypyrrolidin-1-yl)methyl)-2-methylpyrido[3,2-d]pyrimidin-4-ylamino)-2,2'-dimethylbiphenyl-3-yl)benzo[d]oxazol-7-carbonitrile C(=O)C=1C=C(C2=C(N=C(O2)C=2C(=C(C=CC2)C2=C(C(=CC=C2)NC=2C3=C(N=C(N2)C)C=C(C=N3)CN3C[C@@H](CC3)O)C)C)C1)C#N